(+-)-4-methylen-2-phenyltetrahydro-2H-pyran C=C1C[C@@H](OCC1)C1=CC=CC=C1 |r|